N[C@@H]1C[C@@H]([C@H](C1)C1=CC=C(C=C1)C1=CC(=CC2=CC(=CC=C12)C1=CC=C(C=C1)C(F)(F)F)C(=O)O)CO 4-(4-((1S,2S,4S)-4-amino-2-(hydroxymethyl)cyclopentyl)phenyl)-7-(4-(trifluoromethyl)phenyl)-2-naphthoic acid